COC1CCC12CCC2 1-methoxyspiro[3.3]heptan